ClC1=NC(=C2N=CN(C2=N1)C(C)C)NCC1=C(C=CC=C1)N1N=C(C=C1)CO (1-(2-(((2-chloro-9-isopropyl-9H-purin-6-yl)amino)methyl)phenyl)-1H-pyrazol-3-yl)methanol